3-[4-[3-[4-[(1-Methylpiperidin-4-yl)methyl]phenyl]-3-oxoprop-1-enyl]phenyl]prop-2-enoic acid CN1CCC(CC1)CC1=CC=C(C=C1)C(C=CC1=CC=C(C=C1)C=CC(=O)O)=O